2-ethyl-6-methyl-9,10-dimethacryloyloxy-1,4-dihydroanthracene C(C)C=1CC2=C(C3=CC=C(C=C3C(=C2CC1)OC(C(=C)C)=O)C)OC(C(=C)C)=O